FC=1C=CC(=C(C(=O)O)C1)N\C=C\[N+](=O)[O-] (E)-5-fluoro-2-((2-nitrovinyl)amino)benzoic acid